1-[[2-(trimethylsilyl)ethoxy]methyl]-1,3-benzodiazol-4-ylboronic acid C[Si](CCOCN1C=NC2=C1C=CC=C2B(O)O)(C)C